2-(Cyclopentylmethyl)-9H-fluorene C1(CCCC1)CC1=CC=2CC3=CC=CC=C3C2C=C1